N\C(\C1=CSC(=C1)[C@@H](C)NC(=O)[C@H]1N(CC2(OCCO2)C1)C(CNC(=O)C=1C=CC=2C(C3=CC=CC=C3C2C1)(F)F)=O)=N\C(OC)=O methyl ((E)-amino(5-((R)-1-((S)-7-((9,9-difluoro-9H-fluorene-3-carbonyl)glycyl)-1,4-dioxa-7-azaspiro[4.4]nonane-8-carboxamido)ethyl)thiophen-3-yl)methylene)carbamate